IC1=C(C=CC=C1)CC[Si](OC)(OC)CC (2-(iodophenyl)ethyl)ethyldimethoxysilane